N1(N=NC2=C1C=CC=C2)CC#CC2=CN=CC=1[C@H]3N(C[C@@H](OC12)C3)C(C(C(F)F)(C)C)=O 1-((2S,5S)-9-(3-(1H-benzo[d][1,2,3]triazol-1-yl)prop-1-yn-1-yl)-2,3-dihydro-2,5-methanopyrido[3,4-f][1,4]oxazepin-4(5H)-yl)-3,3-difluoro-2,2-dimethylpropan-1-one